[In+3].CC([O-])C.CC([O-])C.CC([O-])C isopropoxide Indium